Ethyl 2-(2-(2-((tert-butyldimethylsilyl)oxy)acetyl)hydrazinyl)-2-oxoacetate [Si](C)(C)(C(C)(C)C)OCC(=O)NNC(C(=O)OCC)=O